C(C)(C)(C)OC(=O)N([C@H](C(=O)O[C@@H](C(=O)OCC1=CC=CC=C1)CC1=CC=C(C=C1)N1CCOCC1)CC(C)(C)F)C (2R)-1-(benzyloxy)-3-[4-(morpholin-4-yl)phenyl]-1-oxopropan-2-yl (2S)-2-[[(tert-butoxy)carbonyl](methyl)amino]-4-fluoro-4-methylpentanoate